CCCCCCCCCCCCCCCC(=O)OCC(CO)OC(=O)CCCCCCC/C=C\\CCCCCCCC The molecule is a 1,2-diglyceride with palmitoyl and oleoyl as the two acyl groups. It derives from an oleic acid and a hexadecanoic acid.